C1(CC1)[C@]1(C(N(C[C@H]1C)C=1C=2N(N=CC1)C=C(C2)C=2C=NN(C2)C([2H])([2H])[2H])=O)C#N (3R,4S)-3-cyclopropyl-4-methyl-1-(6-(1-(methyl-d3)-1H-pyrazol-4-yl)pyrrolo[1,2-b]pyridazin-4-yl)-2-oxopyrrolidine-3-carbonitrile